ClC1=C(CBr)C=C(C(=C1)F)F 2-chloro-4,5-difluorobenzyl bromide